BrC=1C=C2C=CC(=CC2=CC1)NC=1N=NNC1 4-((6-bromonaphthalen-2-yl)amino)-1H-1,2,3-triazole